N-(2-methoxyethyl)-5H,6H,7H,8H-pyrido[4,3-d]pyrimidin-2-amine COCCNC=1N=CC2=C(N1)CCNC2